CC1=C(C(=O)O)C=CC(=C1)CSCC=1N(C=CN1)C 2-methyl-4-((((1-methyl-1H-imidazol-2-yl)methyl)thio)methyl)benzoic acid